2-amino-5-[8-(1,5-dimethyl-1H-indazol-4-yl)indolizine-3-carbonyl]benzonitrile NC1=C(C#N)C=C(C=C1)C(=O)C1=CC=C2C(=CC=CN12)C1=C2C=NN(C2=CC=C1C)C